(2-chloro-5-cyanophenyl)boronic acid ClC1=C(C=C(C=C1)C#N)B(O)O